ClC=1C=C2C(=C3C4(NC(NC13)=O)CCCCC4)OC(=C2)C(=O)NC2CCN(CC2)C=2C=NC=CC2 5'-Chloro-7'-oxo-N-[1-(pyridin-3-yl)piperidin-4-yl]-7',8'-dihydro-6'H-spiro[cyclohexane-1,9'-furo[2,3-f]quinazoline]-2'-carboxamide